5-(chloromethyl)pyridine-3-carbonitrile hydrogen chloride salt Cl.ClCC=1C=C(C=NC1)C#N